methyl-ammonium lead tribromide [Pb+](Br)(Br)Br.C[NH3+]